C(#N)C(NC(=O)[C@H]1N(CC2(SCCS2)C1)C([C@H](C(C)(C)C)NC(C(F)(F)F)=O)=O)C1=CN=CC2=CC(=CC=C12)F (8S)-N-(cyano(7-fluoroisoquinolin-4-yl)methyl)-7-((S)-3,3-dimethyl-2-(2,2,2-trifluoroacetamido)butanoyl)-1,4-dithia-7-azaspiro[4.4]nonane-8-carboxamide